N1(CCCC1)NC(=O)C1=C(C=CC=C1)S(=O)(=O)N [(1-pyrrolidinylamino)carbonyl]-benzenesulfonamide